5-bromo-methyl-3-isopropyl-indazole BrC=1C(=C2C(=NNC2=CC1)C(C)C)C